BrC=1SC(=C(N1)C1=C(C=CC=C1C)C)C1=CC(=C(C=C1)F)OCC(C(F)(F)F)(C)C 2-bromo-4-(2,6-dimethylphenyl)-5-(4-fluoro-3-(3,3,3-trifluoro-2,2-dimethylpropoxy)phenyl)thiazole